COC=1C=C2C(=NC(=NC2=CC1OC)C)NC(C)C=1SC(=CC1)C1=C(C=CC=C1)OCCC 6,7-dimethoxy-2-methyl-N-{1-[5-(2-propoxyphenyl)thiophen-2-yl]ethyl}quinazolin-4-amine